COC1=NC=C(C(=N1)OC)C=1C=C(C=2N(N1)C=CN2)[C@@H]2[C@H](C2)C=2C=C1C(C=CN(C1=CC2)CC(F)(F)F)=O 6-((1S,2S)-2-(6-(2,4-dimethoxypyrimidin-5-yl)imidazo[1,2-b]pyridazin-8-yl)cyclopropyl)-1-(2,2,2-trifluoroethyl)quinolin-4(1H)-one